ClC1=C2C(=NN(C2=CC=C1)S(=O)(=O)C12CC(C1)(C2)F)N2C(C(C2)(F)F)C 4-chloro-3-(3,3-difluoro-2-methyl-azetidin-1-yl)-1-[(3-fluoro-1-bicyclo[1.1.1]pentanyl)sulfonyl]indazole